C1(CC1)N1C=C(C(C2=CC(=C(C=C12)N1CCNCC1)F)=O)C(C=CC1=CC=C(C=C1)[N+](=O)[O-])=O 1-cyclopropyl-6-fluoro-7-piperazin-1-yl-3-(4-nitrocinnamoyl)-quinolin-4(1H)-one